N[C@@H]1C(N(C2=C(C(C1)(F)F)C=C(C(=C2)C=2OC(=NN2)C(C(F)(F)F)(OC)F)F)CC2=CC=C(C=C2)OC(F)(F)F)=O (3S)-3-amino-5,5,7-trifluoro-8-[5-(1,2,2,2-tetrafluoro-1-methoxy-ethyl)-1,3,4-oxadiazol-2-yl]-1-[[4-(trifluoromethoxy)phenyl]methyl]-3,4-dihydro-1-benzazepin-2-one